CN(C)CCOC1=C2C(=CC=3NC=4C=CC=CC4C13)NC(=N2)C2=CC=CC=C2 N,N-dimethyl-2-(2-phenyl-3,5-dihydroimidazo[4,5-b]carbazol-10-yloxy)ethylamine